(3,5-Bis(octyloxy)phenyl)methylamine C(CCCCCCC)OC=1C=C(C=C(C1)OCCCCCCCC)CN